NC1=NC=2C=C(C(=CC2C2=C1COC2)C(=O)N(CCOC(F)(F)F)[C@@H](C)C2=NC=C(C=N2)F)F 4-amino-7-fluoro-N-((1S)-1-(5-fluoro-2-pyrimidinyl)ethyl)-N-(2-(trifluoromethoxy)ethyl)-1,3-dihydrofuro[3,4-c]quinoline-8-carboxamide